(1s,4s)-N1,N1-dibenzyl-N4-methylcyclohexane-1,4-diamine C(C1=CC=CC=C1)N(C1CCC(CC1)NC)CC1=CC=CC=C1